BrC=1C=C2CCCCC2=CC1Cl 6-bromo-7-chloro-1,2,3,4-tetrahydronaphthalene